γ-acryloylpropyl-triethoxysilane Dibenzyl-diisopropyl-phosphoramidite C(C1=CC=CC=C1)CC(C)(N(P(O)O)C(C)C)CC1=CC=CC=C1.C(C=C)(=O)CCC[Si](OCC)(OCC)OCC